4-(8-(piperidin-4-yloxy)isoquinolin-5-yl)piperidin-2-one N1CCC(CC1)OC=1C=CC(=C2C=CN=CC12)C1CC(NCC1)=O